C(C)[Si](NC(CCCC)=O)(OC)OC ethyldimethoxy(N-ethylpropionylamino)silane